1-(3-(4-cyanophenyl)-1,2,4-oxadiazol-5-yl)-N-((1-(((S)-1-methylpiperidin-3-yl)methyl)pyrrolidin-3-yl)methyl)piperidine-4-carboxamide C(#N)C1=CC=C(C=C1)C1=NOC(=N1)N1CCC(CC1)C(=O)NCC1CN(CC1)C[C@@H]1CN(CCC1)C